4-(benzyloxy)-2-hydroxybutyric acid tert-butyl ester C(C)(C)(C)OC(C(CCOCC1=CC=CC=C1)O)=O